2-{1-[(3-chlorophenyl)methyl]-1,2,3,4-tetrahydroquinolin-6-yl}-N-(4-fluorophenyl)propanamide ClC=1C=C(C=CC1)CN1CCCC2=CC(=CC=C12)C(C(=O)NC1=CC=C(C=C1)F)C